2-[4-[4-[[(3S)-2,6-dioxo-3-piperidyl]amino]phenyl]-1-piperidyl]acetic acid trifluoroacetic acid salt tert-butyl-2-[4-[4-[[(3S)-2,6-dioxo-3-piperidyl]amino]phenyl]-1-piperidyl]acetate C(C)(C)(C)OC(CN1CCC(CC1)C1=CC=C(C=C1)N[C@@H]1C(NC(CC1)=O)=O)=O.FC(C(=O)O)(F)F.O=C1NC(CC[C@@H]1NC1=CC=C(C=C1)C1CCN(CC1)CC(=O)O)=O